1,3-bis(4-fluorophenyl)propane-1,3-dione FC1=CC=C(C=C1)C(CC(=O)C1=CC=C(C=C1)F)=O